Ethyl 3-fluoro-1H-indole-2-carboxylate FC1=C(NC2=CC=CC=C12)C(=O)OCC